O=C1NC(CCC1N1C(C2=CC=C(C=C2C1=O)NCCCC1=CC(=CC=C1)N1CCC(CC1)N1N=CC(=C1)C1=NC2=CC=CC=C2N=C1)=O)=O 2-(2,6-dioxopiperidin-3-yl)-5-((3-(3-(4-(4-(quinoxalin-2-yl)-1H-pyrazol-1-yl)piperidin-1-yl)phenyl)propyl)amino)isoindoline-1,3-dione